N1C=NC2=C1C=CC(=C2)\N=C/C2=C(C=C(C=C2F)C=2C=NN(C2)C)F (Z)-N-(1H-benzo[d]imidazol-5-yl)-1-(2,6-difluoro-4-(1-methyl-1H-pyrazol-4-yl)phenyl)methanimine